(R)-N,N-bis(4-methoxybenzyl)-2-(vinyloxy)propan-1-amine COC1=CC=C(CN(C[C@@H](C)OC=C)CC2=CC=C(C=C2)OC)C=C1